Tri(terphenyl-4-yl)amine C1(=CC=C(C=C1)N(C1=CC=C(C=C1)C=1C(=CC=CC1)C1=CC=CC=C1)C1=CC=C(C=C1)C=1C(=CC=CC1)C1=CC=CC=C1)C=1C(=CC=CC1)C1=CC=CC=C1